C1(CCCCC1)C(=O)OC(C)CCCCCC sec-octanol cyclohexanecarboxylate